ClC1=C(C=CC=2N=C(SC21)C)C2=NNC1=NC(=CN=C12)N1C[C@@H]2[C@]([C@@H]2CC1)(C1=NOC=C1)CN ((1S,6R,7S)-3-(3-(7-chloro-2-methylbenzo[d]thiazol-6-yl)-1H-pyrazolo[3,4-b]pyrazin-6-yl)-7-(isoxazol-3-yl)-3-azabicyclo[4.1.0]heptan-7-yl)methanamine